P(=O)([O-])([O-])[O-].[Li+].CC1(COC2=C1C=C(C=C2)C(C)=O)C.[Li+].[Li+] 1-(3,3-dimethyl-2,3-dihydrobenzofuran-5-yl)ethan-1-one lithium phosphate